2-hydroxy-4-(methyl)acryloyloxybutoxybenzophenone OC(COC1=C(C(=O)C2=CC=CC=C2)C=CC=C1)CCOC(C=CC)=O